tert-butyl (1r,4r)-4-{[(chloromethoxy)carbonyl]oxy}cyclohexyl (2E)-but-2-enedioate C(\C=C\C(=O)OC1CCC(CC1)OC(=O)OCCl)(=O)OC(C)(C)C